6-(4-(3-isopropyl-2-(8-methoxy-[1,2,4]triazolo[1,5-a]pyridin-6-yl)-1H-indol-5-yl)cyclohexyl)-2-oxa-6-azaspiro[3.3]heptane C(C)(C)C1=C(NC2=CC=C(C=C12)C1CCC(CC1)N1CC2(COC2)C1)C=1C=C(C=2N(C1)N=CN2)OC